COC(=O)[C@H]1NC(SC1)CNC(=O)OC(C)(C)C (4R)-2-(((tert-butoxycarbonyl)amino)methyl)thiazolidine-4-carboxylic acid methyl ester